N-(5-cyclopropyl-1H-pyrazol-3-yl)-2-(2-methyl-2,7-diazaspiro[3.5]non-7-yl)pyrimidin-4-amine C1(CC1)C1=CC(=NN1)NC1=NC(=NC=C1)N1CCC2(CN(C2)C)CC1